tert-butyl (3R)-3-[(2S)-3-[5-(2-{[(benzyloxy)carbonyl]amino}ethoxy)pyridin-3-yl]-1-(tert-butoxy)-1-oxopropane-2-yl]pyrrolidine-1-carboxylate C(C1=CC=CC=C1)OC(=O)NCCOC=1C=C(C=NC1)C[C@H](C(=O)OC(C)(C)C)[C@@H]1CN(CC1)C(=O)OC(C)(C)C